2,6-bis(2-(2-(2-(2-azidoethoxy)ethoxy)ethoxy)ethyl)pyrrolo[3,4-f]isoindole-1,3,5,7(2H,6H)-tetraone N(=[N+]=[N-])CCOCCOCCOCCN1C(C2=CC=3C(N(C(C3C=C2C1=O)=O)CCOCCOCCOCCN=[N+]=[N-])=O)=O